2-((benzylidene)hydrazineylidene)-6-(4-nitrophenyl)tetrahydropyrimidin-4(1H)-one C(C1=CC=CC=C1)=NN=C1NC(CC(N1)=O)C1=CC=C(C=C1)[N+](=O)[O-]